1-(5-((4-(6-(1H-imidazol-2-yl)-2-methylpyridin-3-yl)piperazin-1-yl)methyl)isoxazol-3-yl)-3-ethylurea N1C(=NC=C1)C1=CC=C(C(=N1)C)N1CCN(CC1)CC1=CC(=NO1)NC(=O)NCC